N-(1,3-benzodioxol-5-ylmethyl)-3-(4-pyridyl)imidazo[1,2-b]pyridazin-6-amine O1COC2=C1C=CC(=C2)CNC=2C=CC=1N(N2)C(=CN1)C1=CC=NC=C1